N-(3-bromo-5-(methylsulfonylimino)phenyl)-5-methyl-4-(pyridin-2-yl)thiophene-2-carboxamide BrC1=CC(=CC(C1)=NS(=O)(=O)C)NC(=O)C=1SC(=C(C1)C1=NC=CC=C1)C